FC1=C(CC=2NC(=NN2)C(=O)N)C=CC=C1 5-(2-fluorobenzyl)-4H-1,2,4-triazole-3-carboxamide